(S)-2-pyrrolidinol N1[C@H](CCC1)O